FC(S(=O)(=O)OC1=CC(=CC2=CC=C(C(=C12)Cl)F)O[Si](C(C)C)(C(C)C)C(C)C)(F)F 8-chloro-7-fluoro-3-((triisopropylsilyl)oxy)naphthalen-1-yl trifluoromethanesulfonate